2-Bromo-6-(3-fluorotetrahydrofuran-3-yl)-4-methylpyridine BrC1=NC(=CC(=C1)C)C1(COCC1)F